O[C@H]1[C@@H](CCCC1)NC=1C=2N(C(=NN1)C1=C(C=C(C=C1)C)O)C=CN2 2-(8-(((1R,2R)-2-hydroxycyclohexyl)amino)imidazo[1,2-d][1,2,4]triazin-5-yl)-5-methylphenol